3-(2-chloro-4-(difluoromethoxy)phenoxy)-N-(3-(N,S-dimethylsulfonimidoyl)phenyl)-6-(trifluoromethyl)pyridazine-4-carboxamide ClC1=C(OC=2N=NC(=CC2C(=O)NC2=CC(=CC=C2)S(=O)(=NC)C)C(F)(F)F)C=CC(=C1)OC(F)F